(2-((2,4-difluorobenzyl)oxy)pyridin-4-yl)methanamine FC1=C(COC2=NC=CC(=C2)CN)C=CC(=C1)F